FC1=CC=CC=2N(C(=NC21)NC2=CC=C(C(=O)NO)C=C2)CCOC 4-(4-Fluoro-1-(2-methoxyethyl)-1H-benzo[d]imidazol-2-ylamino)-N-hydroxybenzoamide